CC1CN(C=2C=CC3=C(C12)C=CC=C3)C(NC3=CC=C(C=C3)F)=N 1-methyl-N-(4-fluorophenyl)-1,2-dihydro-3H-benzo[e]indole-3-carboximidamide